ClC=1C=C(C=C2C(=C(C=NC12)C#N)NCC(C)(C)C)N[C@@H](C1=CSC2=CN=CC=C21)C=2N=NN(C2)C2CC2 (S)-8-chloro-6-(((1-cyclopropyl-1H-1,2,3-triazol-4-yl)(thieno[2,3-c]pyridin-3-yl)methyl)amino)-4-(neopentylamino)quinoline-3-carbonitrile